CN1N=C(C(=C1)B(O)O)C (1,3-dimethyl-pyrazol-4-yl)boronic acid